C(C)(C)(C)N1CCN(CC1)C=1C=C(C=CC1)C1=NC(=CC(=C1O)C1=CC(=C(C=C1)N1C(N(C=C1)C)=O)C)F 1-(4-(2-(3-(4-(tert-butyl)piperazin-1-yl)phenyl)-6-fluoro-3-hydroxypyridin-4-yl)-2-methylphenyl)-3-methyl-1,3-dihydro-2H-imidazol-2-one